OCCN1CCN(CC1)C=1C=C(C(=O)NC=2SC=C(N2)C(C)(C)C2=CC=C(C=C2)OC)C=CC1 3-(4-(2-hydroxyethyl)piperazin-1-yl)-N-(4-(2-(4-methoxyphenyl)propan-2-yl)thiazol-2-yl)benzamide